FC=1C=C(C=NC1)[C@H](CNC(CC1CCC(CC1)N(S(=O)(=O)C)C)(C)C)O N-((1S,4s)-4-(2-(((R)-2-(5-Fluoropyridin-3-yl)-2-hydroxyethyl)amino)-2-methylpropyl)cyclohexyl)-N-methylmethanesulfonamide